butylimidazolium perchlorate Cl(=O)(=O)(=O)[O-].C(CCC)C=1NC=C[NH+]1